7-azabicyclo[2.2.1]heptane, hydrochloride Cl.C12CCC(CC1)N2